N1,N-dimethylcyclohexane-1,2-diamine CN(C1C(CCCC1)N)C